2-(6-(4-fluorophenyl)-1H-pyrazolo[4,3-b]pyridin-1-yl)acetic acid FC1=CC=C(C=C1)C=1C=C2C(=NC1)C=NN2CC(=O)O